C1(=CC=CC=C1)C1=CN=C2N1CCN=C2 3-phenyl-5,6-dihydroimidazo[1,2-a]pyrazin